5,6-bis(4-methoxyphenyl)-2-(2-propen-1-yl)-3(2H)-pyridazinone COC1=CC=C(C=C1)C1=CC(N(N=C1C1=CC=C(C=C1)OC)CC=C)=O